ClC1=C(C=2C(=NC=CC2)N1COCC[Si](C)(C)C)B1OC(C(O1)(C)C)(C)C 2-[[2-chloro-3-(4,4,5,5-tetramethyl-1,3,2-dioxaborolan-2-yl)pyrrolo[2,3-b]pyridin-1-yl]methoxy]ethyl-trimethyl-silane